2-(6-Methanesulfonyl-benzothiazol-2-ylamino)-1-methyl-1H-benzimidazole-5-carboxylic acid (2-methylsulfanyl-ethyl)-amide CSCCNC(=O)C1=CC2=C(N(C(=N2)NC=2SC3=C(N2)C=CC(=C3)S(=O)(=O)C)C)C=C1